N1(N=CN=C1)C1CCN(CC1)C(=O)C1=C(C=C(C=C1)NC=1C=2N(C=CN1)C(=CN2)C2=CC=C(C=C2)OC(F)F)C (4-(1H-1,2,4-triazol-1-yl)piperidin-1-yl)(4-((3-(4-(di-fluoromethoxy)phenyl)imidazo[1,2-a]pyrazin-8-yl)amino)-2-methylphenyl)methanone